2-(4-chlorophenyl)-4,6-diphenyl-1,3,5-triazine ClC1=CC=C(C=C1)C1=NC(=NC(=N1)C1=CC=CC=C1)C1=CC=CC=C1